ClC1=C(C=CC=C1)N1C(N=C(C2=C1N=C(C=C2)C(F)(F)F)NCCC(=O)NC)=O 3-((1-(2-chlorophenyl)-2-oxo-7-(trifluoromethyl)-1,2-dihydropyrido[2,3-d]-pyrimidin-4-yl)amino)-N-methylpropanamide